O1C(C1)CC([C@H](O)[C@@H](O)[C@H](O)[C@H](O)CO)O (oxiranylmethyl)-D-glucitol